C(C)N1CCN(CC1)C(=O)OC(C)(C)C 4-Ethyl-1-Boc-piperazine